2-{[(1S)-1-(4-{(1S)-1-[4-(3-chloropropanoyl)piperazin-1-yl]-2-cyclopropylethyl}phenyl)ethyl]amino}-8-(propan-2-yl)pyrido[2,3-d]pyrimidin-7(8H)-one ClCCC(=O)N1CCN(CC1)[C@@H](CC1CC1)C1=CC=C(C=C1)[C@H](C)NC=1N=CC2=C(N1)N(C(C=C2)=O)C(C)C